piperidine-3-carboxylic acid (1-pyrimidin-2-yl-cyclopropyl)-amide N1=C(N=CC=C1)C1(CC1)NC(=O)C1CNCCC1